(S)-2-((6-((4-methoxybenzyl)oxy)-3',6'-dihydro-[2,4'-bipyridin]-1'(2'H)-yl)methyl)-1-(oxetan-2-ylmethyl)-1H-benzo[d]imidazole-6-carboxylic acid COC1=CC=C(COC2=CC=CC(=N2)C=2CCN(CC2)CC2=NC3=C(N2C[C@H]2OCC2)C=C(C=C3)C(=O)O)C=C1